C(C)(=O)OCC1=CC=C(C=C1)NC1=C(C=CC(=N1)C1=NC=C(C=C1)OC)[N+](=O)[O-] 4-((5'-methoxy-5-nitro-[2,2'-bipyridin]-6-yl)amino)benzyl acetate